1,6-dibromo-2-hydroxy-3-naphthoic acid BrC1=C(C(=CC2=CC(=CC=C12)Br)C(=O)O)O